FC=1C=2C3=C(C(N(C3=CC1)C=1C=C(C=CC1)C1=C(C=C(C=C1)F)C1=NN=CN1C)=O)C=C(C2)CN2C[C@H](CCC2)C (S)-6-fluoro-1-(4'-fluoro-2'-(4-methyl-4H-1,2,4-triazol-3-yl)-[1,1'-biphenyl]-3-yl)-4-((3-methylpiperidin-1-yl)methyl)benz[cd]indol-2(1H)-one